5-(8-fluoroimidazo[1,2-a]pyridin-6-yl)-2-isobutyl-4-methoxy-7H-pyrrolo[2,3-d]pyrimidine FC=1C=2N(C=C(C1)C1=CNC=3N=C(N=C(C31)OC)CC(C)C)C=CN2